ClC=1C=CC(=C(C1)C1(CNC2=C1N=C(O2)C(F)(F)F)C)OC 6-(5-chloro-2-methoxyphenyl)-6-methyl-2-(trifluoromethyl)-4H-pyrrolo[3,2-d]oxazol